4-(((1-(1-(tert-butoxycarbonyl)piperidin-4-yl)-1H-pyrazol-3-yl)methyl)sulfonyl)-3-((4-fluorophenyl)ethynyl)benzoic acid C(C)(C)(C)OC(=O)N1CCC(CC1)N1N=C(C=C1)CS(=O)(=O)C1=C(C=C(C(=O)O)C=C1)C#CC1=CC=C(C=C1)F